OC=1C=C2CC[C@@H]([C@@H](C2=CC1)C1=CC=C(C=C1)N1CCC(CC1)N1CCN(CC1)CC1=CC=C(C=C1)C1C(NC(CC1)=O)=O)C1=CC=CC=C1 3-(4-((4-(1-(4-((1R,2S)-6-hydroxy-2-phenyl-1,2,3,4-tetrahydronaphthalen-1-yl)phenyl)piperidin-4-yl)piperazin-1-yl)methyl)phenyl)piperidine-2,6-dione